2-[3-(4-fluorophenyl)-4-(pyridin-4-yl)-1H-pyrazol-5-yl]-1-(4-methylpiperazin-1-yl)ethan-1-one sodium [Na].FC1=CC=C(C=C1)C1=NNC(=C1C1=CC=NC=C1)CC(=O)N1CCN(CC1)C